(S)-5-(2-(1H-indol-3-yl)ethyl)-6-(piperidin-4-ylmethyl)-5,6,7,8-tetrahydro-[1,3]dioxazolo[4,5-g]isoquinoline N1C=C(C2=CC=CC=C12)CC[C@@H]1N(CCC=2C=C3C(=CC12)ONO3)CC3CCNCC3